2-([1,1'-biphenyl]-4-yl)-4-chloro-6-(6-phenyldibenzo[b,d]furan-4-yl)-1,3,5-triazine C1(=CC=C(C=C1)C1=NC(=NC(=N1)Cl)C1=CC=CC2=C1OC1=C2C=CC=C1C1=CC=CC=C1)C1=CC=CC=C1